FC1=C2NS(C=3C(=CN=C(C(OCCOC4=CC=CC=C4C(C=C1)=C2)=O)C3)OC)(=O)=O 21-fluoro-16-methoxy-18,18-dioxo-8,11-dioxa-18λ6-thia-14,19-diazatetracyclo[18.3.1.113,17.02,7]pentacosa-1(24),2,4,6,13,15,17(25),20,22-nonaen-12-one